(Z)-but-2-Enyl Cbz-Glycinate C(=O)(OCC1=CC=CC=C1)NCC(=O)OC\C=C/C